4-(3-cyano-2-(1-ethyl-3-(trifluoromethyl)-1H-pyrazol-4-yl)phenyl)thieno[2,3-c]pyridine-2-carbonitrile C(#N)C=1C(=C(C=CC1)C1=C2C(=CN=C1)SC(=C2)C#N)C=2C(=NN(C2)CC)C(F)(F)F